3-{3-[(5-fluoropyridin-2-yl)methoxy]-4-(2,2,2-trifluoroethanesulfonamido)phenyl}-5-[(pyridin-2-yl)amino]-1H-pyrazole-4-carboxamide FC=1C=CC(=NC1)COC=1C=C(C=CC1NS(=O)(=O)CC(F)(F)F)C1=NNC(=C1C(=O)N)NC1=NC=CC=C1